Mono-HydroxyAlcohol OO